(2-isobutoxyethyl) p-methylphenyl carbonate C(OCCOCC(C)C)(OC1=CC=C(C=C1)C)=O